FC1=C(C=CC=C1)C1=NN2C(OCC(C2)CN(C2CCOCC2)C)=C1C(=O)OCC Ethyl 2-(2-fluorophenyl)-6-[[methyl(oxan-4-yl)amino]methyl]-6,7-dihydro-5H-pyrazolo[5,1-b][1,3]oxazine-3-carboxylate